[Cu](Cl)Cl.S(=O)(=O)([O-])[O-].[Cr+3].S(=O)(=O)([O-])[O-].S(=O)(=O)([O-])[O-].[Cr+3] chromium sulfate copper chloride